ClC1=C(C2=C(SC3=C2N=CN=C3NCC=3C=CC2=C(CC(O2)(C)C)C3)N=C1)C 8-chloro-N-[(2,2-dimethyl-3H-benzofuran-5-yl)methyl]-9-methyl-pyrido[3',2':4,5]thieno[3,2-d]pyrimidin-4-amine